1,3,4-oxdiazole-2-carboxamide O1C(=NN=C1)C(=O)N